FC(CN(C)C)N 2-fluoro-N,N-dimethylethylenediamine